CC(CN1C(C2=CC=CC=C2C(=N1)C(=O)N1CCN(CC1)C1=CC(=CC=C1)C(F)(F)F)=O)C 2-(2-methylpropyl)-4-[[4-[3-(trifluoromethyl)phenyl]-1-piperazinyl]carbonyl]-1(2H)-phthalazinone